4-(1-methyl-3-phenyl-1H-pyrazol-4-yl)quinazoline-6,7-diol CN1N=C(C(=C1)C1=NC=NC2=CC(=C(C=C12)O)O)C1=CC=CC=C1